4-octyne-3,6-diol CCC(C#CC(CC)O)O